C(C)(C)(C)OC(NC1=CC=C2C(=C1)N(C(C21CCSCC1)=O)COCC[Si](C)(C)C)=O N-{2-oxo-1-[2-(trimethylsilyl)ethoxymethyl]spiro[indoline-3,4'-tetrahydro-thiopyran]-6-yl}carbamic acid tert-butyl ester